The molecule is a pyridinecarbaldehyde that is pyridine-4-carbaldehyde bearing methyl, hydroxy and hydroxymethyl substituents at positions 2, 3 and 5 respectively. The 4-carboxyaldehyde form of vitamin B6, it is converted into pyridoxal phosphate, a coenzyme for the synthesis of amino acids, neurotransmitters, sphingolipids and aminolevulinic acid. It has a role as a cofactor, a human metabolite, a Saccharomyces cerevisiae metabolite, an Escherichia coli metabolite and a mouse metabolite. It is a vitamin B6, a pyridinecarbaldehyde, a member of methylpyridines, a monohydroxypyridine and a hydroxymethylpyridine. It is a conjugate base of a pyridoxal(1+). CC1=NC=C(C(=C1O)C=O)CO